NC=1SC2=C(N1)C(=CC=C2)C2=C(C=C1C(=NC(=NC1=C2F)OC[C@H]2N(CCC2)C)N2CCN(CC2)C(=O)OC(C)(C)C)Cl tert-butyl 4-(7-(2-aminobenzo[d]thiazol-4-yl)-6-chloro-8-fluoro-2-(((S)-1-methylpyrrolidin-2-yl)methoxy)quinazolin-4-yl)piperazine-1-carboxylate